5-(3-hydroxypiperazin-1-yl)-6-methyl-2,3-dihydro-1,4-benzodioxine OC1CN(CCN1)C1=C(C=CC=2OCCOC21)C